O=C1C[C@H]2CC[C@@H](C1)N2C(=O)OC(C)(C)C tert-butyl (1R,5S)-3-oxo-8-azabicyclo[3.2.1]octane-8-carboxylate